FC(C=1C=NC=2CCN=CC2C1)(F)F 3-(trifluoromethyl)-7,8-dihydro-1,6-naphthyridin